O[C@H](C(=O)N1C[C@@H]2[C@H](C1)CC(C2)NC2=C1C(=NC=C2C=2SC(=CN2)C2(CC2)C(=O)O)NC=C1)C 1-(2-(4-(((3aR,5R,6aS)-2-((S)-2-hydroxypropanoyl)octahydrocyclopenta[c]-pyrrol-5-yl)amino)-1H-pyrrolo[2,3-b]pyridin-5-yl)thiazol-5-yl)cyclopropane-1-carboxylic acid